(2E)-2-{[2-hydroxy-2-(3-methyl-1,2-oxazol-5-yl)ethyl]imino}-N-(1-methylcyclopropyl)-3-[(1-methylpyrazol-4-yl)methyl]-4-oxo-1H-quinazoline-6-sulfonamide OC(C\N=C\1/NC2=CC=C(C=C2C(N1CC=1C=NN(C1)C)=O)S(=O)(=O)NC1(CC1)C)C1=CC(=NO1)C